FC(CC[C@@H](CO)NC(OC(C)(C)C)=O)(F)F tert-butyl N-[(1S)-4,4,4-trifluoro-1-(hydroxymethyl)butyl]carbamate